N1CCC2C1CN(CC2)C(=O)C2=CC=1N(C(=C2)OC)C(=C(N1)C1=CC=2C(=NC(=CC2)CC)N1CC1CC1)C octahydropyrrolo[2,3-c]pyridin-6-yl-[2-[1-(cyclopropylmethyl)-6-ethylpyrrolo[2,3-b]pyridin-2-yl]-5-methoxy-3-methylimidazo[1,2-a]pyridin-7-yl]methanone